FC1=CC(=C(CC2=C(C3=C(S2)C=C(C=C3)O)OC3=CC=C(C=C3)/C=C/C(=O)O)C(=C1)C)C (E)-3-(4-((2-(4-fluoro-2,6-dimethylbenzyl)-6-hydroxybenzo[B]thiophen-3-yl)oxy)phenyl)acrylic acid